CC(C)C1COC1 3-(1-methylethyl)-oxetane